CC=1C(=NC=C(C1)NC(C(=O)N1[C@@H](CC[C@H](C1)C)C1=CC(=CC=C1)S(N)(=O)=O)=O)NC(OC(C)(C)C)=O tert-Butyl N-[3-methyl-5-[[2-[(2S,5R)-5-methyl-2-(3-sulfamoylphenyl)-1-piperidyl]-2-oxo-acetyl] amino]-2-pyridyl]carbamate